COC1=NC(=CC2=C1C(N(N=C2)C)=O)CC2=CC=C(C=C2)P(O)(O)=O (4-((5-methoxy-3-methyl-4-oxo-3,4-dihydropyrido[3,4-d]pyridazin-7-yl)methyl)phenyl)phosphonic acid